6-(4-((3-cyanomorpholino)methyl)phenyl)-4-(((S)-piperidin-3-yl)amino)pyrido[3,2-d]pyrimidine-8-carboxamide C(#N)C1COCCN1CC1=CC=C(C=C1)C=1C=C(C=2N=CN=C(C2N1)N[C@@H]1CNCCC1)C(=O)N